N-(benzyloxycarbonyl)-2,6-dimethylpiperidine C(C1=CC=CC=C1)OC(=O)N1C(CCCC1C)C